ClC=1C=C(C=C2C=CC(=NC12)C)C(=O)O 8-chloro-2-methylquinoline-6-carboxylic Acid